(3-(1-methyl-1H-pyrazol-4-yl)isoquinolin-8-yl)boronic acid CN1N=CC(=C1)C=1N=CC2=C(C=CC=C2C1)B(O)O